N-butyl-N-(3-(butylamino)-1,4-dioxo-1,4-dihydronaphthalene-2-yl)acetamide C(CCC)N(C(C)=O)C=1C(C2=CC=CC=C2C(C1NCCCC)=O)=O